O=C1NC(CCC1C1=C(C=C(C=C1F)N1CC(C1)NC(=O)NC1=NC=CC(=C1)C1=CC=CC=C1)F)=O 1-(1-(4-(2,6-dioxopiperidin-3-yl)-3,5-difluorophenyl)azetidin-3-yl)-3-(4-phenylpyridin-2-yl)urea